C(C)C1C2CC3CC(CC1C3)C2 4-ethyladamantane